spiro[azetidine-3,3'-indolin]-2'-one N1C(C2(C3=CC=CC=C13)CNC2)=O